2-cyanoethyl (1-(4-methoxyphenyl)-1,1-diphenyl-5,8,11-trioxa-2-azatridecan-13-yl) diisopropylphosphoramidite C(C)(C)N(P(OCCC#N)OCCOCCOCCOCCNC(C1=CC=CC=C1)(C1=CC=CC=C1)C1=CC=C(C=C1)OC)C(C)C